N-(7-methoxy-4-(1-methyl-3-phenyl-1H-pyrazol-4-yl)quinazolin-6-yl)-3-methyl-3-azabicyclo[3.1.0]hexane-1-carboxamide COC1=C(C=C2C(=NC=NC2=C1)C=1C(=NN(C1)C)C1=CC=CC=C1)NC(=O)C12CN(CC2C1)C